FC=1C=C2C(=CNC(C2=CC1F)=O)[C@H](C)N(C(CC=1NC2=CC=CC=C2C1)=O)C (S)-N-(1-(6,7-difluoro-1-oxo-1,2-dihydroisoquinolin-4-yl)ethyl)-2-(1H-indol-2-yl)-N-methylacetamide